NC1=C2NC(N(C2=NC(=N1)NS(=O)(=O)CCC)CC1=CC=C(C=C1)Cl)=O 6-amino-9-[(4-chlorophenyl)methyl]-2-(propylsulfonylamino)-7H-purin-8-one